N'-(2-chloro-4-((2,6-difluorophenyl)amino)-5-methylphenyl)-N-ethyl-N-methylformimidamide ClC1=C(C=C(C(=C1)NC1=C(C=CC=C1F)F)C)N=CN(C)CC